NC[C@@H](C)NC(C1=C(C=C(C=C1C)NC=1C=2N(C=CN1)C(=CN2)C=2C(=NNC2)C(F)(F)F)F)=O N-[(2R)-1-aminopropan-2-yl]-2-fluoro-6-methyl-4-[[3-[3-(trifluoromethyl)-1H-pyrazol-4-yl]imidazo[1,2-a]pyrazin-8-yl]amino]benzamide